2-(2-tert-butylphenyl)isoindoline-1-imine C(C)(C)(C)C1=C(C=CC=C1)N1C(C2=CC=CC=C2C1)=N